(S)-N-(amino(2-(2-hydroxypropan-2-yl)thiazol-5-yl)(oxo)-λ6-sulfaneylidene)-2-(1,2,3,6,7,8-hexahydro-as-indacen-4-yl)acetamide N[S@@](=NC(CC1=C2CCCC2=C2CCCC2=C1)=O)(=O)C1=CN=C(S1)C(C)(C)O